C(C1=CC=CC=C1)N1C([C@H](OC2=C1C=CC(=C2)NC(=O)NC(C)(C)C)C)=O [(2R)-4-benzyl-2-methyl-3-oxo-2H-1,4-benzoxazin-7-yl]-3-tert-butylurea